C[C@H]1CNCC[C@@H]1C1=CC=C(C=C1)O 4-((3R,4S)-3-methylpiperidin-4-yl)phenol